4-(5-(2-amino-7H-pyrrolo[2,3-d]pyrimidin-7-yl)-2,4-difluorophenyl)-2-(thiazol-2-yl)but-3-yn-2-ol NC=1N=CC2=C(N1)N(C=C2)C=2C(=CC(=C(C2)C#CC(C)(O)C=2SC=CN2)F)F